C(=O)[C@H]1N(C(OC1)(C)C)C(=O)O (S)-(-)-4-formyl-2,2-dimethyl-3-oxazolidinecarboxylic acid